C1(=CC(=CC=C1)CC(C(=O)N)CCCCCCCCCC(CCCCCC)O)CC(C(=O)N)CCCCCCCCCC(CCCCCC)O N'-[1,3-phenylenedi(methylene)]Bis(12-hydroxystearamide)